ClC1=NC=C(C=C1Cl)C(Cl)(Cl)Cl 2,3-Dichloro-5-trichloromethyl-pyridine